CC1(CC[C@@H](N1)[C@H](O)C1=CC(=CC=C1)F)C (R)-[(R)-5,5-dimethyl-2-pyrrolidinyl](m-fluorophenyl)methanol